BrC=1C=2N(C=CC1)N=C(C2)[C@@H]2N(CCC1=C2N=CN1)C(=O)C=1OC(=NN1)C=1C=NN(C1)C (R)-(4-(4-bromopyrazolo[1,5-a]pyridin-2-yl)-1,4,6,7-tetrahydro-5H-imidazo[4,5-c]pyridin-5-yl)(5-(1-methyl-1H-pyrazol-4-yl)-1,3,4-oxadiazol-2-yl)methanone